8-bromo-7,10-diphenylfluoranthene BrC=1C(=C2C3=CC=CC4=CC=CC(C2=C(C1)C1=CC=CC=C1)=C43)C4=CC=CC=C4